4-((14-((2-(4-(dimethylamino)phenyl)benzo[d]thiazol-6-yl)oxy)-3,6,9,12-tetraoxatetradecyl)amino)-2-(2,6-dioxopiperidin-3-yl)isoindoline-1,3-dione CN(C1=CC=C(C=C1)C=1SC2=C(N1)C=CC(=C2)OCCOCCOCCOCCOCCNC2=C1C(N(C(C1=CC=C2)=O)C2C(NC(CC2)=O)=O)=O)C